acetyl-2-ethyl-3-methyl-4-(4-phenyl-1H-1,2,3-triazol-1-yl)-1,2,3,4-tetrahydroquinoline-6-carboxylate C(C)(=O)OC(=O)C=1C=C2C(C(C(NC2=CC1)CC)C)N1N=NC(=C1)C1=CC=CC=C1